FC(C(=O)O)(F)F.N1C=C(C2=CC=CC=C12)CC(COC)N 1-(1H-indol-3-yl)-3-methoxy-propan-2-amine trifluoroacetate salt